BrC1=CC(=C(CN2N=NC(=C2)C=2C=C(C=CC2)NC2=NC=NC3=CC(=C(C=C23)OCCCN2CCOCC2)OC)C=C1)F N-(3-(1-(4-bromo-2-fluorobenzyl)-1H-1,2,3-triazol-4-yl)phenyl)-7-methoxy-6-(3-morpholinopropoxy)quinazoline-4-amine